antimony-cerium [Ce].[Sb]